methyl 3-{[4-(3-{[4-(4-{3-[(tert-butoxycarbonyl)amino]propanamido}-1-methylimidazole-2-amido)-1-methylpyrrol-2-yl]formamido}propanamido)-1-methylimidazol-2-yl] formamido}propanoate C(C)(C)(C)OC(=O)NCCC(=O)NC=1N=C(N(C1)C)C(=O)NC=1C=C(N(C1)C)C(=O)NCCC(=O)NC=1N=C(N(C1)C)C(=O)NCCC(=O)OC